2-(2-benzyloxyphenyl)-6-bromopyridine C(C1=CC=CC=C1)OC1=C(C=CC=C1)C1=NC(=CC=C1)Br